N1CC(C1)C=1OC(=CN1)C 2-(azetidin-3-yl)-5-methyl-oxazole